ClC1=NC=C(C=N1)COC1=CC=C(C=C1)C(C)(C)C1=CC=C(OC2CC(C2)NC(OC(C)(C)C)=O)C=C1 tert-butyl ((1s,3s)-3-(4-(2-(4-((2-chloropyrimidin-5-yl)methoxy) phenyl)propan-2-yl)phenoxy)cyclobutyl)carbamate